COC1=CC=C(CC2COC3(OC2)OCC(CO3)CC3=CC=C(C=C3)OC)C=C1 3,9-bis(p-methoxybenzyl)-1,5,7,11-tetraoxaspiro[5.5]undecane